2-[5-fluoro-6-(3-methyl-2-butenyl)-1H-indol-3-yl]ethylamine FC=1C=C2C(=CNC2=CC1CC=C(C)C)CCN